C1(CC1)CNC(C)(C)C1=CC(=NC(=C1)C)N1C(C2=CC(=CC=C2C1)C1=C(C=C(C=C1)F)C1=NN=CN1C)=O 2-(4-(2-((Cyclopropylmethyl)amino)propan-2-yl)-6-methylpyridin-2-yl)-6-(4-fluoro-2-(4-methyl-4H-1,2,4-triazol-3-yl)phenyl)isoindolin-1-one